4-(3-((1r,3r,5s,7r)-3,5-dimethyladamantan-1-yl)ureido)-3-fluoro-N-(9-(hydroxyamino)-9-oxononyl)benzamide C[C@]12CC3(CC(C[C@@](C1)(C3)C)C2)NC(NC2=C(C=C(C(=O)NCCCCCCCCC(=O)NO)C=C2)F)=O